C1(CC1)C(C)(C)NC1=NC(=NC=C1C(=O)N)N[C@@H]1C[C@@H](CCC1)O 4-(2-cyclopropylpropan-2-ylamino)-2-((1S,3R)-3-hydroxycyclohexylamino)pyrimidine-5-carboxamide